(2R,5S)-5-methyl-2-tetrahydropyran-4-yl-piperidine C[C@H]1CC[C@@H](NC1)C1CCOCC1